(2R,4R)-1-(5-Chlorothien-2-ylcarbamoyl)-4-methoxypyrrolidine-2-carboxylic acid methyl ester COC(=O)[C@@H]1N(C[C@@H](C1)OC)C(NC=1SC(=CC1)Cl)=O